(3S,4S)-1-cyclohexyl-4-{[5-(2,4-difluoro-phenyl)-isoxazole-3-carbonyl]-amino}-piperidine-3-carboxylic acid (1-pyridin-2-yl-cyclopropyl)-amide N1=C(C=CC=C1)C1(CC1)NC(=O)[C@H]1CN(CC[C@@H]1NC(=O)C1=NOC(=C1)C1=C(C=C(C=C1)F)F)C1CCCCC1